OC(=O)C(F)(F)F.CC=1C(=NC=C(C1)C)OCC(C(=O)N[C@@H]1CNC[C@H]1C)(C)C trans-3-((3,5-dimethylpyridin-2-yl)oxy)-2,2-dimethyl-N-(4-methylpyrrolidin-3-yl)propanamide TFA salt